ClC1=C2C(=NC=C1)NC(=C2C=2C=C(C(=C(C2)NC(C=C)=O)C)C)C2=CC=C(C=C2)N2CCN(CC2)C N-(5-(4-chloro-2-(4-(4-methylpiperazin-1-yl)phenyl)-1H-pyrrolo[2,3-b]pyridin-3-yl)-2,3-dimethylphenyl)acrylamide